BrC=1OC=C2C1C=NC(=C2)Cl 3-bromo-6-chlorofuro[3,4-c]pyridin